5-(5,6-difluoro-1H-indole-2-carbonyl)-N-[(2R)-1,1,1-trifluoropropan-2-yl]-4H,5H,6H,7H-[1,2]oxazolo[4,3-c]pyridine-3-carboxamide FC=1C=C2C=C(NC2=CC1F)C(=O)N1CC=2C(CC1)=NOC2C(=O)N[C@@H](C(F)(F)F)C